C(#N)C=1C(=C(C(=O)NC2=CC=C3C=NN(C3=C2)C2=CC(=NC=C2)N2CCN(CC2)C)C=CC1)C(C)C 3-Cyano-2-isopropyl-N-[1-[2-(4-methylpiperazin-1-yl)-4-pyridyl]indazol-6-yl]benzamide